Methyl {[1-(5-{5-[6-cyclopropyl-5-(trifluoromethyl)pyridin-3-yl]-7-[(3-methoxy-2,2-dimethylpropyl)(methyl)amino]-1H-imidazo[4,5-b]pyridin-2-yl}pyrazin-2-yl)piperidin-4-yl]oxy}acetate C1(CC1)C1=C(C=C(C=N1)C1=CC(=C2C(=N1)N=C(N2)C=2N=CC(=NC2)N2CCC(CC2)OCC(=O)OC)N(C)CC(COC)(C)C)C(F)(F)F